1-(tert-butyl) 3-methyl 3-(2-bromobenzyl)azetidine-1,3-dicarboxylate BrC1=C(CC2(CN(C2)C(=O)OC(C)(C)C)C(=O)OC)C=CC=C1